COC(C(=O)C1=CC=CC=C1)OC 2,2-dimethoxy-acetophenone